amino-3-indolylbutyric acid NC(C(=O)O)C(C)C=1NC2=CC=CC=C2C1